BrC1=C(C=CC(=C1)C)C1CC(=NO1)N1C[C@H](CC1)NS(=O)(=O)CC N-{(3S)-1-[5-(2-bromo-4-methylphenyl)-4,5-dihydro-1,2-oxazol-3-yl]pyrrolidin-3-yl}ethanesulfonamide